6-phenyl-1,4-dihydroisoquinolin-3(2H)-one C1(=CC=CC=C1)C=1C=C2CC(NCC2=CC1)=O